C(CCCCCCCC)SSC=1N=NSC1SSCCCCCCCCC 4,5-bis(n-nonyldithio)-1,2,3-thiadiazole